NCC1=C(C=CC=C1)CC(C(=O)O)NC(=O)OC(C)(C)C 3-(2-(aminomethyl)phenyl)-2-((tert-butoxycarbonyl)amino)propanoic acid